4-(2-(4-isopropyl-5-(8-methoxy-[1,2,4]triazolo[1,5-a]pyridin-6-yl)-1H-pyrazol-3-yl)-4-methylthiazol-5-yl)-N-((3-methyloxetan-3-yl)methyl)cyclohexan-1-amine C(C)(C)C=1C(=NNC1C=1C=C(C=2N(C1)N=CN2)OC)C=2SC(=C(N2)C)C2CCC(CC2)NCC2(COC2)C